6-((5-((3S,4S)-4-amino-3-methyl-2-oxa-8-azaspiro[4.5]decan-8-yl)pyrazin-2-yl)thio)-5-chloro-3-(pyridin-2-ylmethyl)quinazolin-4(3H)-one N[C@@H]1[C@@H](OCC12CCN(CC2)C=2N=CC(=NC2)SC=2C(=C1C(N(C=NC1=CC2)CC2=NC=CC=C2)=O)Cl)C